[I-].C[N+]1(CCCCC1)CCCOC=1C=C2C(=CC=NC2=CC1)C(NCC(=O)N1C(CCC1)C(C(=O)NC1=CC2=CC=CC=C2C=C1)=O)=O 1-methyl-1-(3-((4-((2-(2-(2-(naphthalen-2-ylamino)-2-oxoacetyl)pyrrolidin-1-yl)-2-oxoethyl)carbamoyl)quinolin-6-yl)oxy)propyl)piperidin-1-ium iodide